potassium chloroiridium (III) Cl[Ir+2].[K+]